3-(3',5'-di-tert.butyl-4-hydroxy phenyl)-propionate C(C)(C)(C)C=1C=C(C=C(C1O)C(C)(C)C)CCC(=O)[O-]